5-Chloro-6'-(((1S,3S)-3-(oxazolo[5,4-b]pyridin-2-ylamino)cyclopentyl)amino)-2H-[1,3'-bipyridin]-2-one ClC=1C=CC(N(C1)C=1C=NC(=CC1)N[C@@H]1C[C@H](CC1)NC=1OC2=NC=CC=C2N1)=O